dodecyl-2-dodecanol C(CCCCCCCCCCC)CC(CCCCCCCCCC)O